FC=1C=C(C=CC1OC)N1C(=NC2=C(C=C(C=C2C1=O)[N+](=O)[O-])C1=CC(=NC=C1)F)[C@@H]1NCCC1 (R)-3-(3-fluoro-4-methoxyphenyl)-8-(2-fluoropyridin-4-yl)-6-nitro-2-(pyrrolidin-2-yl)quinazolin-4(3H)-one